COC1=C2CCC(CC2=CC=C1)N(CCC)CC1CCN(CC1)S(=O)(=O)C=1C=NN(C1)C 5-methoxy-N-((1-((1-methyl-1H-pyrazol-4-yl)sulfonyl)piperidin-4-yl)methyl)-N-propyl-1,2,3,4-tetrahydronaphthalen-2-amine